4,4'-(pyridine-2,6-diylbis(1H-1,2,3-triazole-4,1-diyl))bis(2-hydroxybenzoamide) N1=C(C=CC=C1C=1N=NN(C1)C1=CC(=C(C(=O)N)C=C1)O)C=1N=NN(C1)C1=CC(=C(C(=O)N)C=C1)O